trans-5-chloro-N-(3-(2-((4-(dimethylamino)cyclohexyl)amino)-[1,2,4]triazolo[4',3':1,6]pyrido[2,3-d]pyrimidin-6-yl)-4-fluorophenyl)-2-methoxypyridine-3-sulfonamide ClC=1C=C(C(=NC1)OC)S(=O)(=O)NC1=CC(=C(C=C1)F)C1=CC2=C(N=C(N=C2)N[C@@H]2CC[C@H](CC2)N(C)C)N2C1=NN=C2